NC=1CC(N(N1)C1=CC=CC=C1)=O 5-amino-2-phenyl-2,4-dihydro-pyrazol-3-one